N-(2-cyclopropyl-4-iodo-5-methylphenyl)-N-[7-oxo-6-(oxolan-3-yl)-5H-pyrrolo[3,4-b]pyridin-2-yl]pent-2-ynamide C1(CC1)C1=C(C=C(C(=C1)I)C)N(C(C#CCC)=O)C1=CC=C2C(=N1)C(N(C2)C2COCC2)=O